sodium bis(triisopropylsilyl)amide C(C)(C)[Si](C(C)C)(C(C)C)[N-][Si](C(C)C)(C(C)C)C(C)C.[Na+]